3-(3-(2,4-difluorophenyl)-7-fluoro-4-oxo-3,4-dihydro-phthalazin-1-yl)-N-ethylbenzenesulfonamide FC1=C(C=CC(=C1)F)N1N=C(C2=CC(=CC=C2C1=O)F)C=1C=C(C=CC1)S(=O)(=O)NCC